(1S,3S,3aS)-3-(benzenesulfonylmethyl)-1-[2-[2-[2-[bis(4-methoxyphenyl)-phenyl-methoxy]ethoxy]ethoxy]ethoxy]-3a,4,5,6-tetrahydro-3H-pyrrolo[1,2-c][1,3,2]oxazaphosphole C1(=CC=CC=C1)S(=O)(=O)C[C@@H]1[C@H]2N([P@](O1)OCCOCCOCCOC(C1=CC=CC=C1)(C1=CC=C(C=C1)OC)C1=CC=C(C=C1)OC)CCC2